2-(Isoquinolin-5-yl)cyclobutane-1-carbonitrile C1=NC=CC2=C(C=CC=C12)C1C(CC1)C#N